dithiobis(1-hexanol) C(CCCCCSSCCCCCCO)O